2-(3-methylisoxazol-5-yl)-N-(5-((1S,3R)-3-((4-methylpyridin-3-yl)oxy)cyclopentyl)-1H-pyrazol-3-yl)acetamide CC1=NOC(=C1)CC(=O)NC1=NNC(=C1)[C@@H]1C[C@@H](CC1)OC=1C=NC=CC1C